4-(5-aminothiazol-2-yl)benzonitrile NC1=CN=C(S1)C1=CC=C(C#N)C=C1